ClC=1C(=NC(=NC1)NC1=CC(=CC=C1)N1CCN(CC1)C)N1C=C(C2=CC=CC=C12)C(=O)N 1-{5-chloro-2-[3-(4-methyl-piperazin-1-yl)-phenylamino]-pyrimidin-4-yl}-1H-indole-3-carboxamide